CC=1C=2N(C(NC1)=S)N=CN2 8-methyl-[1,2,4]triazolo[1,5-c]pyrimidine-5(6H)-thione